1-(5-(5-chloro-2-methoxypyridin-4-yl)-1H-pyrazole-3-carbonyl)-N-((5-chloropyridin-3-yl)methyl)piperidine-4-carboxamide ClC=1C(=CC(=NC1)OC)C1=CC(=NN1)C(=O)N1CCC(CC1)C(=O)NCC=1C=NC=C(C1)Cl